4-(4-((E)-3-fluorostyryl)benzamido)-1-methyl-N-(1-methyl-5-(((Z)-3-(methylamino)-3-(methylimino)propyl)carbamoyl)-1H-pyrrol-3-yl)-1H-pyrrole-2-carboxamide FC=1C=C(/C=C/C2=CC=C(C(=O)NC=3C=C(N(C3)C)C(=O)NC3=CN(C(=C3)C(NCC/C(=N/C)/NC)=O)C)C=C2)C=CC1